N-(1-(3,4-dichlorophenyl)-2-morpholinoethyl)-4-(trifluoromethoxy)benzenesulfonamide ClC=1C=C(C=CC1Cl)C(CN1CCOCC1)NS(=O)(=O)C1=CC=C(C=C1)OC(F)(F)F